1-(2-Chloropyridin-4-yl)azetidin-3-yl (R)-4-(azetidin-1-yl)-2,5-dimethyl-5,7-dihydro-6H-pyrrolo[3,4-d]-pyrimidine-6-carboxylate fumarate C(\C=C\C(=O)O)(=O)O.N1(CCC1)C=1C2=C(N=C(N1)C)CN([C@@H]2C)C(=O)OC2CN(C2)C2=CC(=NC=C2)Cl